ClC1=C(COC2=C(\C=N/C3=CC=C(N(C)C)C=C3)C=C(C=C2)C)C=CC(=C1)Cl (Z)-4-((2-(2,4-dichlorobenzyloxy)-5-methylbenzylidene)amino)-N,N-dimethylaniline